C(C\C=C/CCCCCCCCCC)=O (Z)-3-tetradecenal